3-[[4-[3-fluoro-5-isobutyl-2-(2H-tetrazol-5-yl)phenyl]-2-isopropyl-piperazin-1-yl]methyl]pyridazine FC=1C(=C(C=C(C1)CC(C)C)N1CC(N(CC1)CC=1N=NC=CC1)C(C)C)C=1N=NNN1